N-(5,6-difluoro-1H-indol-3-yl)-2-phenyl-1,3-thiazole-4-carboxamide FC=1C=C2C(=CNC2=CC1F)NC(=O)C=1N=C(SC1)C1=CC=CC=C1